(R)-1-(4-methoxyphenyl)-1-(3-quinolinyl)-1-ethanol COC1=CC=C(C=C1)[C@@](C)(O)C=1C=NC2=CC=CC=C2C1